C1(CCCC1)N(C(=O)N1CC=2C=CC(=NC2CC1)N1C2CN(CC1CC2)C(=O)OCC2=CC=CC=C2)C benzyl 8-(6-(cyclopentyl(methyl)carbamoyl)-5,6,7,8-tetrahydro-1,6-naphthyridin-2-yl)-3,8-diazabicyclo[3.2.1]octane-3-carboxylate